CC1([C@@H](CC(CC1)C1=NN(C=C1CN(CCN(C(OC(C)(C)C)=O)C)C)C1OCCCC1)OCC1CCOCC1)C tert-butyl N-{2-[({3-[(3R)-4,4-dimethyl-3-(oxacyclohex-4-ylmethoxy) cyclohexyl]-1-(oxacyclohex-2-yl)-1H-pyrazol-4-yl} methyl) (methyl) amino] ethyl}-N-methylcarbamate